tert-Butyl 4-(2-cyano-5-((6-(pyridin-4-yl)thiazolo[4,5-b]pyridin-2-yl)carbamoyl)pyridin-4-yl)piperazine-1-carboxylate C(#N)C1=NC=C(C(=C1)N1CCN(CC1)C(=O)OC(C)(C)C)C(NC=1SC=2C(=NC=C(C2)C2=CC=NC=C2)N1)=O